11-methyldodecyl 6-(4-hydroxybutylamino)hexanoate OCCCCNCCCCCC(=O)OCCCCCCCCCCC(C)C